2-((2S)-1-Acryloyl-4-(7-(6-methyl-1H-indol-1-yl)-2-(2-morpholinoethoxy)-5,6,7,8-tetrahydroquinazolin-4-yl)piperazin-2-yl)acetonitrile C(C=C)(=O)N1[C@H](CN(CC1)C1=NC(=NC=2CC(CCC12)N1C=CC2=CC=C(C=C12)C)OCCN1CCOCC1)CC#N